5-methoxy-7-methyl-3-(N-ethylaminoethyl)indole COC=1C=C2C(=CNC2=C(C1)C)CCNCC